4-methyl-2-(trifluoromethyl)thiazol CC=1N=C(SC1)C(F)(F)F